E-2-n-butyl acetate C(C)(=O)OC(C)CC